(3-fluorophenyl)phthalazin-1(2H)-one FC=1C=C(C=CC1)N1C(C2=CC=CC=C2C=N1)=O